Cl.O=C1NC(CCC1NC1=CC(=C(C=C1F)N1CCC(CC1)(O)CC(=O)O)F)=O 2-[1-[4-[(2,6-dioxo-3-piperidinyl)amino]-2,5-difluoro-phenyl]-4-hydroxy-4-piperidinyl]acetic acid hydrochloride